C(C)(C)(C)C=1C=C(C=C(C1O)C(C)(C)C)C(C(=O)O)C 3,5-di-t-butyl-4-hydroxy-phenylpropanoic acid